N-phenylethylenediamine C1=CC=C(C=C1)NCCN